C1=CC=CC=2C3=CC=CC=C3C(C12)COC(=O)N1CCN(CC1)C(C1=CC(=CC=C1)NC(=O)OC(C)(C)C)=O 4-[3-(tert-Butoxycarbonylamino)benzoyl]Piperazine-1-carboxylic acid 9H-fluoren-9-ylmethyl ester